4-chloro-N-(3-(1,1-difluoroethyl)phenyl)-1-(4-(difluoromethoxy)phenyl)-3-methyl-5-oxo-4,5-dihydro-1H-pyrazole-4-carboxamide ClC1(C(=NN(C1=O)C1=CC=C(C=C1)OC(F)F)C)C(=O)NC1=CC(=CC=C1)C(C)(F)F